(R)-3-(6-(3-methyl-1H-pyrrolo[2,3-b]pyridin-5-yl)-2-(morpholine-4-Carbonyl)-1,2,3,4-tetrahydroisoquinolin-8-yl)morpholine-4-carboxylic acid tert-butyl ester C(C)(C)(C)OC(=O)N1[C@@H](COCC1)C=1C=C(C=C2CCN(CC12)C(=O)N1CCOCC1)C=1C=C2C(=NC1)NC=C2C